C(C)(C)N1N(C2=NC(=NC=C2C1=O)SC)C1=CC(=C(C#N)C=C1)C(F)(F)F 4-(2-isopropyl-6-(methylthio)-3-oxo-2,3-dihydro-1H-pyrazolo[3,4-d]pyrimidin-1-yl)-2-(trifluoromethyl)benzonitrile